(S)-1-cyano-N-(6-(1-methyl-1,2,3,6-tetrahydropyridin-4-yl)benzo[d]thiazol-2-yl)pyrrolidine-3-carboxamide C(#N)N1C[C@H](CC1)C(=O)NC=1SC2=C(N1)C=CC(=C2)C=2CCN(CC2)C